NC1=C(C(=C2C(=N1)CCO2)C=2CC(CN(CC2)C(=O)OC(C)(C)C)O[Si](C)(C)C(C)(C)C)Cl tert-butyl 5-(5-amino-6-chloro-2,3-dihydrofuro[3,2-b]pyridin-7-yl)-3-[tert-butyl(dimethyl)silyl]oxy-2,3,4,7-tetrahydroazepine-1-carboxylate